4-phosphoryl-2-(R,S)-fluorobutyrate calcium salt [Ca+2].P(=O)#CC[C@H](C(=O)[O-])F.P(=O)#CC[C@H](C(=O)[O-])F |r|